3-[1-(2,2-Dimethyl-4,5-dihydro-3H-chromen-5-id-6-yl)propan-2-yl]-5-methoxyphenol CC1(OC2=CC=C([CH-]C2CC1)CC(C)C=1C=C(C=C(C1)OC)O)C